C(C)(C)(C)OC(=O)NCCC(=O)NC=1N=C(N(C1)C)C(=O)OCC ethyl 4-[3-[(tert-butoxy carbonyl) amino]propanamido]-1-methylimidazole-2-carboxylate